tert-butyl ((1-(6-((2-amino-3-chloropyridin-4-yl)thio)pyrido[2,3-b]pyrazin-2-yl)-4-methylpiperidin-4-yl)methyl)carbamate NC1=NC=CC(=C1Cl)SC=1C=CC=2C(=NC=C(N2)N2CCC(CC2)(C)CNC(OC(C)(C)C)=O)N1